5'-(1,2-dimyristoyl-sn-glycero-3-phospho)-6-thio-2'-deoxyguanosine C(CCCCCCCCCCCCC)(=O)OC[C@@H](OC(CCCCCCCCCCCCC)=O)COP(=O)(O)OC[C@@H]1[C@H](C[C@@H](O1)N1C=NC=2C(=S)NC(N)=NC12)O